tert-butyl(2-bromo-6-chlorobenzyl)carbamate C(C)(C)(C)OC(NCC1=C(C=CC=C1Cl)Br)=O